7-bromo-2,3-dihydrobenzo[f][1,4]oxazepin-4(5H)-carboxylic acid tert-butyl ester C(C)(C)(C)OC(=O)N1CCOC2=C(C1)C=C(C=C2)Br